BrC1=CC=C(C=C1)C1=NOC(=N1)C(=O)OC methyl 3-(4-bromophenyl)-1,2,4-oxadiazole-5-carboxylate